C1(=CC=CC=C1)N(C1=CC=CC=C1)[Al](CC(C)C)N(C1=CC=CC=C1)C1=CC=CC=C1 bis(diphenylamino)(isobutyl)aluminum